SN1SC(=CN1)S.[NH4+] ammonium 2,5-dimercaptothiadiazole salt